BrC=1C=C(C(=NC1)C(=O)OC)N1CCC2(CC2)CC1 methyl 5-bromo-3-(6-azaspiro[2.5]octan-6-yl)picolinate